[S-2].[S-2].[Hf+4] Hafnium Di-Sulfide